CC12C(C(CC(N2C(=CC1)C(=O)OCC)=O)=O)C(=O)OCC diethyl (3S)-8a-methyl-5,7-dioxoindolizine-3,8-dicarboxylate